tert-Butyl 4-((4-(5-(2,4-dioxotetrahydropyrimidin-1(2H)-yl)-1H-indol-1-yl)piperidin-1-yl)methyl)-4-methylpiperidine-1-carboxylate O=C1N(CCC(N1)=O)C=1C=C2C=CN(C2=CC1)C1CCN(CC1)CC1(CCN(CC1)C(=O)OC(C)(C)C)C